1,3,5-tris(triazol-1-yl)-2,4,6-trimethylbenzene N1(N=NC=C1)C1=C(C(=C(C(=C1C)N1N=NC=C1)C)N1N=NC=C1)C